1,5-Dimethyl-3-(4-Ethylphenyl)-pyrazol-4-ol CN1N=C(C(=C1C)O)C1=CC=C(C=C1)CC